N-[(6-Amino-2-pyridyl)sulfonyl]-6-(3-fluoro-5-isobutoxyphenyl)-2-[1-(o-tolyl)ethoxy]pyridin-3-carboxamid NC1=CC=CC(=N1)S(=O)(=O)NC(=O)C=1C(=NC(=CC1)C1=CC(=CC(=C1)OCC(C)C)F)OC(C)C1=C(C=CC=C1)C